FC=1C=C(C=C(C1)F)C=1SC=C(N1)C[C@@H]1N(CC[C@@H]1NS(=O)(=O)CC)C(=O)C1(CCC1)O N-(cis-2-((2-(3,5-difluorophenyl)-1,3-thiazol-4-yl)methyl)-1-((1-hydroxycyclobutyl)carbonyl)pyrrolidin-3-yl)ethanesulfonamide